4-(tert-butoxycarbonylamino)cyclohexane-1-carboxylic acid C(C)(C)(C)OC(=O)NC1CCC(CC1)C(=O)O